O1C=NC=C1C=1C=C2CCNC2=CC1 5-(1,3-oxazol-5-yl)-1,3-dihydro-2H-indol